tert-Butyl (3-((6-chloro-3,5-dicyano-4-cyclopropylpyridin-2-yl)(methyl)amino)propyl)carbamate ClC1=C(C(=C(C(=N1)N(CCCNC(OC(C)(C)C)=O)C)C#N)C1CC1)C#N